7-(5-fluoro-2-(((3S,4R)-3-hydroxytetrahydro-2H-pyran-4-yl)amino)pyrimidin-4-yl)-1-isopropyl-2-(((1-methyl-1H-pyrazol-4-yl)amino)methyl)quinolin-4(1H)-one FC=1C(=NC(=NC1)N[C@H]1[C@@H](COCC1)O)C1=CC=C2C(C=C(N(C2=C1)C(C)C)CNC=1C=NN(C1)C)=O